CC1=NC=C(C(=O)O)C=C1[N+](=O)[O-] 6-methyl-5-nitronicotinic acid